(1-(4,5-dimethyl-6-oxo-1,6-dihydropyrimidin-2-yl)-3-methyl-1H-pyrazol-5-yl)benzamide tert-butyl-(1-(3-chloro-2-fluorophenyl)-2-methyl-1-oxopropan-2-yl)carbamate C(C)(C)(C)N(C(O)=O)C(C(=O)C1=C(C(=CC=C1)Cl)F)(C)C.CC=1N=C(NC(C1C)=O)N1N=C(C=C1C1=C(C(=O)N)C=CC=C1)C